piperazine-1-carboxylic acid ethyl ester C(C)OC(=O)N1CCNCC1